Beta-fluoroaspartic acid FC([C@H](N)C(=O)O)C(=O)O